acetoacetylsulfamic acid triethylamine salt C(C)N(CC)CC.C(CC(=O)C)(=O)NS(O)(=O)=O